ClC1=CC=C(CNC(=O)C=2N=NSC2N)C=C1 5-amino-[1,2,3]thiadiazole-4-carboxylic acid 4-chloro-benzylamide